8-fluoro-5H-[1,2,4]Triazino[5,6-b]Indole-3-thiol FC1=CC=2C3=C(NC2C=C1)N=C(N=N3)S